FC1=C2C=C(NC2=CC(=C1)OCC1=NOC=C1)CNC(=O)N1CCC1 N-((4-fluoro-6-(isoxazol-3-ylmethoxy)-1H-indol-2-yl)methyl)azetidine-1-carboxamide